N-(2-(3,7-diazabicyclo[3.3.1]nonan-3-yl)pyrimidin-4-yl)-1H-indazol-5-amine C12CN(CC(CNC1)C2)C2=NC=CC(=N2)NC=2C=C1C=NNC1=CC2